COC1=C(C=CC=C1C=1C=NN(C1)C1CN(C1)CC1=NC(=CC=C1)C(=O)N1CCCC1)C1=C2C=C(N=CC2=C(N=C1)NC)NC(=O)C1CC1 N-(5-(2-methoxy-3-(1-(1-((6-(pyrrolidine-1-carbonyl)pyridin-2-yl)methyl)azetidin-3-yl)-1H-pyrazol-4-yl)phenyl)-8-(methylamino)-2,7-naphthyridin-3-yl)cyclopropanecarboxamide